(S)-3-(3-chloro-4-fluorophenyl)-1-(2-(2-methoxyethoxy)ethyl)-1-(1-(1-methoxyisoquinolin-4-yl)ethyl)urea ClC=1C=C(C=CC1F)NC(N([C@@H](C)C1=CN=C(C2=CC=CC=C12)OC)CCOCCOC)=O